NC(CCP(O)(=O)CC(C)C)=NO (3-amino-3-(hydroxyimino)propyl)(isobutyl)phosphinic acid